2-[4-cyclopropyl-6-(fluoromethoxy)pyrimidin-5-yl]-5-methoxy-4-[rel-(1R)-1-[3-fluoro-4-[1-methyl-4-(trifluoromethyl)imidazol-2-yl]phenyl]ethoxy]pyrimidine C1(CC1)C1=NC=NC(=C1C1=NC=C(C(=N1)O[C@H](C)C1=CC(=C(C=C1)C=1N(C=C(N1)C(F)(F)F)C)F)OC)OCF |o1:16|